COCCO 2-methoxy-1-ethanol